(3-chloro-4-methyl-6,7-dihydro-5H-pyrido[2,3-C]pyridazin-8-yl)-3-[1-[[3-(2-hydroxyethoxy)-5,7-dimethyl-1-adamantyl]methyl]-5-methyl-pyrazol-4-yl]pyridine-2-carboxylic acid methyl ester COC(=O)C1=NC=CC(=C1C=1C=NN(C1C)CC12CC3(CC(CC(C1)(C3)C)(C2)C)OCCO)N2CCCC3=C2N=NC(=C3C)Cl